4-(4-((3-(Indolin-5-yl)-1-methyl-1H-1,2,4-triazol-5-yl)amino)phenyl)pyrimidin-2-amine N1CCC2=CC(=CC=C12)C1=NN(C(=N1)NC1=CC=C(C=C1)C1=NC(=NC=C1)N)C